(R)-2-(1-methylpyrrolidin-3-yl)-6-(4,4,5,5-tetramethyl-1,3,2-dioxaborolan-2-yl)-2H-indazole CN1C[C@@H](CC1)N1N=C2C=C(C=CC2=C1)B1OC(C(O1)(C)C)(C)C